6-[3-(5-chloro-2-cyclopropoxypyridine-3-sulfonamido)-2,6-difluorophenyl]-N-methylimidazo[1,5-a]pyrazine-1-carboxamide ClC=1C=C(C(=NC1)OC1CC1)S(=O)(=O)NC=1C(=C(C(=CC1)F)C=1N=CC=2N(C1)C=NC2C(=O)NC)F